C(C)N1C=2C=3C(=NC=C(C3N=C(N2)OC[C@]23CCCN3C[C@@H](C2)F)F)OCCC12CC2 11-ethyl-4-fluoro-2-(((2R,7aS)-2-fluorotetrahydro-1H-pyrrolizin-7a(5H)-yl)methoxy)-8,9-dihydro-11H-7-oxa-1,3,6,11-tetraazaspiro[cycloocta[de]naphthalene-10,1'-cyclopropan]